7-(5,8-diazaspiro[3.5]nonan-8-yl)-2-[3-(6-methyl-2-pyridyl)-1H-pyrazol-4-yl]-1,5-naphthyridine C1CCC12NCCN(C2)C2=CN=C1C=CC(=NC1=C2)C=2C(=NNC2)C2=NC(=CC=C2)C